Pyridin-6-ylmethylamine N1=CC=CC=C1CN